1-N-benzyl-3-cyano-4-(4-chlorophenyl)-1,4-dihydropyridine C(C1=CC=CC=C1)N1C=C(C(C=C1)C1=CC=C(C=C1)Cl)C#N